OC(=O)C=1C=NC(=CC1)C(C=O)C=O 2-(3-hydroxycarbonyl-6-pyridinyl)malonaldehyde